N1C=NC=C1C1=CC=C(C=C1)N1C(N(C2=C1C=CC=C2)CC2CCC(CC2)NC(C2=C(N=CC(=C2)Cl)C(F)F)=O)=O N-((1r,4r)-4-((3-(4-(1H-imidazol-5-yl)phenyl)-2-oxo-2,3-dihydro-1H-benzo[d]imidazol-1-yl)methyl)cyclohexyl)-5-chloro-2-(difluoromethyl)nicotinamide